FC(C(=O)O)(F)F.FC1=C(C(=O)N)C=C(C(=C1F)O)F 2,3,5-trifluoro-4-hydroxybenzamide, trifluoroacetate salt